1-(4-BROMO-5-FLUORO-2-METHOXYPHENYL)-N-(ISOXAZOL-3-YL)-2-OXO-1,2-DIHYDROQUINOLINE-6-SULFONAMIDE BrC1=CC(=C(C=C1F)N1C(C=CC2=CC(=CC=C12)S(=O)(=O)NC1=NOC=C1)=O)OC